[3-[7-[4-fluoro-2-(2-methoxyethoxy)phenyl]-4-(1,2,3,4-tetrahydroisoquinolin-6-yl)thieno[3,2-c]pyridin-6-yl]phenyl]prop-2-enamide FC1=CC(=C(C=C1)C=1C2=C(C(=NC1C=1C=C(C=CC1)C(C(=O)N)=C)C=1C=C3CCNCC3=CC1)C=CS2)OCCOC